C1(CCCC1)NC1=NC(=NC=C1C#N)NC1CCN(CC1)S(=O)(=O)C1=CC=C(C=C1)N1CCN(CC1)C 4-(Cyclopentylamino)-2-((1-((4-(4-methylpiperazin-1-yl)phenyl)sulfonyl)piperidin-4-yl)amino)pyrimidine-5-formonitrile